7-Ethyl-4-[6-(difluoromethyl)-5-[[6-(trifluoromethyl)pyridine-2-carbonyl]amino]indazol-2-yl]cyclohexanecarboxylic acid C(C)C1=C(C(=CC2=CN(N=C12)C1CCC(CC1)C(=O)O)NC(=O)C1=NC(=CC=C1)C(F)(F)F)C(F)F